1-((4-((5-(3-(((S)-1-(1H-1,2,4-triazol-1-yl)propan-2-yl)oxy)-4-chlorophenyl)pyrimidin-2-yl)amino)-1-((1r,4r)-4-morpholinocyclohexyl)-1H-pyrazol-3-yl)oxy)-2-methylpropan-2-ol N1(N=CN=C1)C[C@H](C)OC=1C=C(C=CC1Cl)C=1C=NC(=NC1)NC=1C(=NN(C1)C1CCC(CC1)N1CCOCC1)OCC(C)(O)C